CCCCCCCCCCCCCC[C@H]([C@H]([C@H](CO[C@@H]1[C@@H]([C@H]([C@H]([C@H](O1)CO)O)O)O)NC(=O)CCCCCCCC2=CC=C(C=C2)OC)O)O The molecule is a glycophytoceramide having an alpha-D-galactopyranosyl residue at the O-1 position and an 8-(4-methoxyphenyl)octanoyl group attached to the nitrogen. It derives from an alpha-D-galactose.